2-((1-(2-(isoindolin-2-yl)-3-(2-methoxyethyl)-6-methyl-4-oxo-3,4-dihydroquinazolin-8-yl)ethyl)amino)benzoic acid C1N(CC2=CC=CC=C12)C1=NC2=C(C=C(C=C2C(N1CCOC)=O)C)C(C)NC1=C(C(=O)O)C=CC=C1